N1-((3-((6s,9s)-2-oxaspiro-[5.5]undecan-9-yl)-6,7-dihydro-4H-pyrazolo[5,1-c]-[1,4]oxazin-2-yl)methyl)-N1,N2-dimethylethane-1,2-diamine C1OCCCC12CCC(CC2)C=2C(=NN1C2COCC1)CN(CCNC)C